FC(S(=O)(=O)N1N=CN=C1)(F)F 1-(trifluoromethylsulfonyl)-1,2,4-triazole